CC1=C(C=CC(=N1)C(C)C1CC2(CN(C2)C(=O)OC(C)(C)C)C1)C(F)(F)F tert-Butyl 6-(1-(6-methyl-5-(trifluoromethyl)pyridin-2-yl)ethyl)-2-azaspiro[3.3]heptane-2-carboxylate